methyl(2-methyl-6-(5-(trifluoromethyl)-1,2,4-oxadiazol-3-yl)imidazo[1,2-a]pyridin-3-yl)((oxazol-4-ylmethyl)imino)-λ6-sulfanone CS(=O)(=NCC=1N=COC1)C1=C(N=C2N1C=C(C=C2)C2=NOC(=N2)C(F)(F)F)C